1-(9-carboxynonynyl)-1,2,3,4,5-pentaphenylsilole C(=O)(O)CCCCCCCC#C[Si]1(C(=C(C(=C1C1=CC=CC=C1)C1=CC=CC=C1)C1=CC=CC=C1)C1=CC=CC=C1)C1=CC=CC=C1